ClC1=CC=C(C=C1)C=1C2=C(NC([C@H](N1)CC(=O)OC)=S)SC(=C2C)C methyl 2-[(3R)-5-(4-chlorophenyl)-6,7-dimethyl-2-sulfanylidene-1H,3H-thieno[2,3-e][1,4]diazepin-3-yl]acetate